CC1=CC=C(C(=O)O[C@@H]2[C@](O[C@H](C2)N2C3=NC(=NC(=C3N=C2)N)Cl)(COC(C2=CC=C(C=C2)C)=O)CC)C=C1 (2R,3S,5R)-5-(6-amino-2-chloro-9H-purin-9-yl)-2-ethyl-2-(((4-methylbenzoyl)oxy)methyl)tetrahydrofuran-3-yl 4-methylbenzoate